COC1=NC=C(C=N1)C=1C=CC=C2C=C(N(C(C12)=O)C1=CC=CC=C1)[C@H](C)NC1=NC=NC2=CC=C(C=C12)C#N (S)-4-((1-(8-(2-methoxypyrimidin-5-yl)-1-oxo-2-phenyl-1,2-dihydroisoquinolin-3-yl)ethyl)amino)quinazoline-6-carbonitrile